(R)-2-(3-(3-((4-ethyl-4H-1,2,4-triazol-3-yl)fluoromethyl)oxetan-3-yl)phenyl)-4-(trifluoromethyl)isoindolin-1-one C(C)N1C(=NN=C1)[C@@H](C1(COC1)C=1C=C(C=CC1)N1C(C2=CC=CC(=C2C1)C(F)(F)F)=O)F